(R)-(1-(4-fluorophenyl)-6-((3-(methylsulfonyl)phenyl)sulfonyl)-4,4a,5,6,7,8-hexahydro-1H-pyrazolo[3,4-g]isoquinolin-4a-yl)(4-methylpyridin-2-yl)methanone FC1=CC=C(C=C1)N1N=CC2=C1C=C1CCN(C[C@]1(C2)C(=O)C2=NC=CC(=C2)C)S(=O)(=O)C2=CC(=CC=C2)S(=O)(=O)C